COC1=NC=CC(=C1)C(CCC#N)=O 4-(2-methoxypyridin-4-yl)-4-oxobutanenitrile